N-[(5-{4-[(1-methylpiperidin-4-yl)amino]-1-(2,2,2-trifluoroethyl)-1H-indol-2-yl}-1,3,4-thiadiazol-2-yl)methyl]-1H-indazole-5-carboxamide CN1CCC(CC1)NC1=C2C=C(N(C2=CC=C1)CC(F)(F)F)C1=NN=C(S1)CNC(=O)C=1C=C2C=NNC2=CC1